BrC1=C(C=CC=C1CBr)C#N 2-bromo-3-(bromomethyl)benzene-1-carbonitrile